C1(=CC=CC=C1)C(CO)C1=CC=CC=C1 2,2-diphenylethan-1-ol